Bis-(4-t-butylphenyl)-iodonium hexafluorophosphate F[P-](F)(F)(F)(F)F.C(C)(C)(C)C1=CC=C(C=C1)[I+]C1=CC=C(C=C1)C(C)(C)C